C(=O)(O)C1=C(C=C2C=CC(=CC2=C1)S(=O)(=O)[O-])O.[Na+] sodium 7-carboxy-6-hydroxynaphthalene-2-sulfonate